OC(C(C(C(C(C(C(C(CC(=O)O)C(=O)O)C(=O)O)C(=O)O)C(=O)O)C(=O)O)C(=O)O)C(=O)O)(CCCCCC)C 9-Hydroxy-9-methyl-1,2,3,4,5,6,7,8-pentadecaneoctacarboxylic acid